6-(Cyclopropylmethoxy)-N-[(2S)-1-(fluoromethoxy)-4-methylpentan-2-yl]-5-(3-methoxyazetidin-1-yl)pyridine-2-carboxamide C1(CC1)COC1=C(C=CC(=N1)C(=O)N[C@H](COCF)CC(C)C)N1CC(C1)OC